ClC1=NC(=NC=C1Cl)NC1CCN(CC1)S(=O)(=O)C 4,5-dichloro-N-(1-(methylsulfonyl)piperidin-4-yl)pyrimidin-2-amine